C=CCC.[Cl].[F] fluorine chlorine butene